CC1(C2=C(C(C=3C4=CC=C(C=C4NC13)C#N)=O)C=C(C=C2)C)C 6,6,9-trimethyl-11-oxo-6,11-dihydro-5H-benzo[b]carbazole-3-carbonitrile